2-{8-methoxy-7-[3-(pyrrolidin-1-yl)propoxy]-5H-pyrido[4,3-b]indol-1-yl}pyridine bishydrochloride Cl.Cl.COC1=CC=2C3=C(NC2C=C1OCCCN1CCCC1)C=CN=C3C3=NC=CC=C3